(S)-N-(3-(1-((2-ethyl-2H-pyrazolo[3,4-b]pyrazin-6-yl)amino)ethyl)-4-fluorophenyl)-4-(morpholinomethyl)-3-(trifluoromethyl)benzamide C(C)N1N=C2N=C(C=NC2=C1)N[C@@H](C)C=1C=C(C=CC1F)NC(C1=CC(=C(C=C1)CN1CCOCC1)C(F)(F)F)=O